ON1[C@@H]2C=C([C@H](N(C1=O)C2)C(=O)NCNS(N)(=O)=O)C (2S,5R)-6-hydroxy-3-methyl-7-oxo-N-[(sulfamoylamino)methyl]-1,6-diazabicyclo[3.2.1]oct-3-ene-2-carboxamide